1-methyl-2-oxo-4-{4-[2-(trifluoromethyl)phenoxy]piperidin-1-yl}-1,2-dihydroquinoline-3-carbonitrile CN1C(C(=C(C2=CC=CC=C12)N1CCC(CC1)OC1=C(C=CC=C1)C(F)(F)F)C#N)=O